(1S,3R)-3-(3-{[(2-methoxypyridin-4-yl)acetyl]amino}-1H-pyrazol-5-yl)cyclopentyl(tetrahydro-2H-pyran-4-ylmethyl)carbamate COC1=NC=CC(=C1)CC(=O)NC1=NNC(=C1)[C@H]1C[C@H](CC1)N(C([O-])=O)CC1CCOCC1